FC1=C(C=CC=C1)N1CCC(CC1)OC[C@@H]1N(CCC[C@@H]1NS(=O)(=O)C)C(=O)OC1CC1 cyclopropyl cis-2-(((1-(2-fluorophenyl)piperidin-4-yl)oxy)methyl)-3-((methylsulfonyl)amino)piperidine-1-carboxylate